C1=C2C(=C3C=C(C(=O)C(=C3OC2=C(C(=C1Br)[O-])Br)Br)Br)C4=C(C(=C(C(=C4Cl)Cl)Cl)Cl)C(=O)[O-].[Na+].[Na+] The molecule is an organic sodium salt that is the disodium salt of 2,3,4,5-tetrachloro-6-(2,4,5,7-tetrabromo-6-hydroxy-3-oxo-3H-xanthen-9-yl)benzoic acid. It is used in the hematoxylin phloxine saffron (HPS) stain, stains paneth cell granules in Lendrum's phloxine-tartrazine method, and can be used to demonstrate alcoholic hyaline. It has a role as a histological dye and a fluorochrome. It contains a 2',4',5',7'-tetrabromo-2,3,4,5-tetrachlorofluorescein(2-).